FC(OC1=C(C(=C(N)C=C1)F)F)F 4-(difluoromethoxy)-2,3-difluoro-aniline